BETA-PYRROLE C1=CNC=C1